C(C1=CC=CC=C1)N1N=NC(=C1)C(=O)NC1C(N(C=2N(CC1)N=C(C2)C2CCOCC2)C)=O 1-benzyl-N-(4-methyl-5-oxo-2-(tetrahydro-2H-pyran-4-yl)-5,6,7,8-tetrahydro-4H-pyrazolo[1,5-a][1,3]diazepin-6-yl)-1H-1,2,3-triazole-4-carboxamide